C(CCCCCC)(=O)O.[NH4+] ammonium heptanoic acid